5-(3-bromo-2-fluoro-6-methylphenoxy)-3-fluoro-2-(4-fluorophenyl)pentan-2-ol BrC=1C(=C(OCCC(C(C)(O)C2=CC=C(C=C2)F)F)C(=CC1)C)F